5'-bromo-4'-methoxyspiro[cyclohexane-1,3'-pyrrolo[2,3-b]pyridine] BrC=1C(=C2C(=NC1)N=CC21CCCCC1)OC